NCCC=1C=NC(=NC1)C1=C(OC2=C(C=NC(=C2)N2CCCC2)C#N)C=C(C=C1)C#N 4-[2-[5-(2-aminoethyl)pyrimidin-2-yl]-5-cyanophenoxy]-6-pyrrolidin-1-ylpyridine-3-carbonitrile